C1(CCCCC1)N1N=C(C=2C1=NC=NC2N)C2=CC=1C(=NC=CC1)N2 1-Cyclohexyl-3-(1H-pyrrolo[2,3-b]pyridin-2-yl)pyrazolo[3,4-d]pyrimidin-4-amine